(Z)-methyl 2-[5-[4-(ethoxymethyl) thiazol-2-yl]-2-methyl-phenoxy]-3-methoxy-prop-2-enoate C(C)OCC=1N=C(SC1)C=1C=CC(=C(O\C(\C(=O)OC)=C/OC)C1)C